N1C=C(C2=CC=CC=C12)[C@H](C)C1=C(C=CC2=C1NC(=NS2(=O)=O)NCC2=CC(=CC=C2)F)F (S)-5-(1-(1H-indol-3-yl)ethyl)-6-fluoro-3-((3-fluorobenzyl)amino)-4H-benzo[e][1,2,4]thiadiazine 1,1-dioxide